3-hydroxy-3-(2-oxo-2-(3-hydroxyphenyl)ethyl)indol-2-one OC1(C(NC2=CC=CC=C12)=O)CC(C1=CC(=CC=C1)O)=O